1-(3-methoxyphenyl)-2-nitrobenzene COC=1C=C(C=CC1)C1=C(C=CC=C1)[N+](=O)[O-]